C(#N)C=1C(=NC(=CC1C(F)(F)F)C(F)(F)F)N1N=C(C=C1C)C(=O)OC methyl 1-(3-cyano-4,6-bis(trifluoromethyl)pyridin-2-yl)-5-methyl-1H-pyrazole-3-carboxylate